(2s,4r)-2-(4-(5-(3,3-difluorocyclobutyl)-1,2,4-oxadiazol-3-yl)-4-(trifluoromethyl)piperidine-1-carbonyl)-4-hydroxy-5,5-dimethylpiperidine-carboxylic acid tert-butyl ester C(C)(C)(C)OC(=O)N1[C@@H](C[C@H](C(C1)(C)C)O)C(=O)N1CCC(CC1)(C(F)(F)F)C1=NOC(=N1)C1CC(C1)(F)F